2-(3-azidopropoxy)acetamide N(=[N+]=[N-])CCCOCC(=O)N